BrC1=C2C34C(C=CC=C3C3=CC=CC=C3C2=CC=C1)=CC=CC4 12-bromobenzo[d]triphenylene